C1=NC(=C2C(=N1)N(C=N2)[C@H]3[C@@H]([C@@H]([C@H](O3)COP(=O)([O-])OP(=O)([O-])O[C@H]4[C@H]([C@H]([C@@H]([C@H](O4)[C@@H](CO)O)O)O)O)O)O)N The molecule is dianion of ADP-D-glycero-beta-D-manno-heptose arising from deprotonation of both free OH groups of the diphosphate. It is a conjugate base of an ADP-D-glycero-beta-D-manno-heptose.